C(C)(C)(C)OC(=O)NC(C(=O)N1CCN(CC1)C(=O)NC1=NC(N(C=C1)C1=CC=C(CN[C@@H]2CC[C@H](CC2)NC(OC(C)(C)C)=O)C=C1)=O)(C)C tert-butyl (trans-4-((4-(4-(4-(2-((tert-butoxycarbonyl)amino)-2-methylpropanoyl)piperazine-1-carboxamido)-2-oxopyrimidin-1(2H)-yl)benzyl)amino)cyclohexyl)carbamate